ClC1=C(C(=O)C2=NN(C3=NC=C(C=C32)C=3C=C2CCN(CC2=CC3)C(=O)OC(C)(C)C)C3OCCCC3)C=CC(=C1)Cl tert-butyl 6-(3-(2,4-dichlorobenzoyl)-1-(tetrahydro-2H-pyran-2-yl)-1H-pyrazolo[3,4-b]pyridin-5-yl)-3,4-dihydroisoquinoline-2(1H)-carboxylate